Ethylcitrat (triethyl 2-hydroxy-1,2,3-propantricarboxylat) C(C)C(C(C(C(=O)O)(CC)CC)(C(=O)O)O)C(=O)O.C(C)C(C(=O)O)C(O)(C(=O)O)CC(=O)O